2-(3,5-dibromo-4-((3-isopropyl-1H-pyrrolo[3,2-b]pyridin-5-yl)oxy)phenyl)-3,5-dioxo-2,3,4,5-tetrahydro-1,2,4-triazine-6-carbonitrile BrC=1C=C(C=C(C1OC1=CC=C2C(=N1)C(=CN2)C(C)C)Br)N2N=C(C(NC2=O)=O)C#N